C(C)(C)(C)OC(=O)N1[C@@H](CN(CC1)CCO)C (2R)-4-(2-hydroxyethyl)-2-methyl-piperazine-1-carboxylic acid tert-butyl ester